CN(CCCC(C(C)C)N1CC2(C1)CN(CC2)C2=C(N=NC=C2)OC2=C(C(=O)N(C(C)C)C(C)C)C=C(C=C2)F)C 2-((4-(2-(6-(dimethylamino)-2-methylhexan-3-yl)-2,6-diazaspiro[3.4]oct-6-yl)pyridazin-3-yl)oxy)-5-fluoro-N,N-diisopropylbenzamide